Ditert-butyl (2S,4R)-4-hydroxypyrrolidine-1,2-dicarboxylate O[C@@H]1C[C@H](N(C1)C(=O)OC(C)(C)C)C(=O)OC(C)(C)C